Methyl (S)-1-methyl-1,2,4,5-tetrahydrobenzo[4,5]imidazo[1,2-d][1,4]oxazepine-9-carboxylate C[C@H]1COCCC=2N1C1=C(N2)C=CC(=C1)C(=O)OC